CCCCC/C=C/CC(CC(=O)O)C(=O)O 2-(2'-octenyl)succinic acid